C(CCCC)[Ge](CCCCC)(CCCCC)Cl tripentyl-germanium chloride